OC(C)(C)C(=O)C1=C(C=CC=C1)OCCO 2-hydroxyethoxy-phenyl (2-hydroxy-2-propyl) ketone